ClC1=C(C=C(C=C1)NC1=NC=2N(C(=C1)NC1CC1)N=CC2C#N)C[S@](=O)C (R)-(-)-5-((4-chloro-3-((methylsulfinyl)methyl)phenyl)amino)-7-(cyclopropylamino)pyrazolo[1,5-a]pyrimidine-3-carbonitrile